FC1=C(C=CC(=C1)F)C1=C(C(=CN1S(=O)(=O)C1=NC(=CC=C1)C)C(=O)OC)OC methyl 5-(2,4-difluorophenyl)-4-methoxy-1-((6-methylpyridin-2-yl) sulfonyl)-1H-pyrrole-3-carboxylate